(2S,E)-4-(4'-(2-(dimethylamino)-3-hydroxypropoxy)-[1,1'-biphenyl]-4-yl)-2-(2-((S)-1-hydroxyethyl)-1H-imidazol-1-yl)but-3-en-1-ol CN(C(COC1=CC=C(C=C1)C1=CC=C(C=C1)/C=C/[C@@H](CO)N1C(=NC=C1)[C@H](C)O)CO)C